FC(C1(C(C2=CC=CC=C2CC1)=O)C1=CC=CC=C1)F 2-(difluoromethyl)-2-phenyl-3,4-dihydronaphthalen-1(2H)-one